2,9-difluoro-3-piperazin-1-yl-5-cyclopropyl-5H-indolo[3,2-c]quinoline FC=1C=C2C=3C(=CN(C2=CC1N1CCNCC1)C1CC1)C1=CC=C(C=C1N3)F